cyclopropoxypyridin C1(CC1)OC1=NC=CC=C1